[Cl-].[Li+].O1CCOCCO\C=C/OCC1 (Z)-1,4,7,10-tetraoxacyclododecan-8-ene lithium chloride